FC1=C(C=C2CN(C(C2=C1)=O)C1C(NC(CC1)=O)=O)N1CCC(CC1)CCCO 3-(6-Fluoro-5-(4-(3-hydroxypropyl)piperidin-1-yl)-1-oxoisoindolin-2-yl)piperidine-2,6-dione